NC=1C(NC2=C3C=CC=NC3=C(C=C2C1C1=C2C=NNC2=C(C=C1)Cl)C1CCCC1)=O 3-amino-4-(7-chloro-1H-indazol-4-yl)-6-cyclopentyl-1H-1,7-phenanthrolin-2-one